N1=CC(=CC=C1)C=1C(=NC(=NC1)NC1=CC=C(C=C1)OCCN1CCCC1)NC1C(C2C=CC1C2)C(=O)N 3-((5-(pyridin-3-yl)-2-((4-(2-(pyrrolidin-1-yl)ethoxy)phenyl)amino)pyrimidin-4-yl)amino)bicyclo[2.2.1]hept-5-ene-2-carboxamide